ClC=1C=C(N2C=CC=C(C12)C1=CC2=C(N(C=N2)C)C=C1C)C(=O)C1=CC(=C(C=C1)NC(\C=C\CNC1CCC(CC1)OC)=O)C#N (E)-N-(4-(1-chloro-8-(1,6-dimethyl-1H-benzo[d]imidazol-5-yl)indolizine-3-carbonyl)-2-cyanophenyl)-4-(((1r,4r)-4-methoxycyclohexyl)amino)but-2-enamide